CC1(C(NCC1)=O)C1=CC(=C(C=C1)NC1=CC=C(C=C1)C(F)(F)F)C=1OC(=NN1)C 3-methyl-3-(3-(5-methyl-1,3,4-oxadiazol-2-yl)-4-((4-(trifluoromethyl)phenyl)amino)phenyl)pyrrolidin-2-one